N1-(4-methoxy-5-(quinoxalin-6-yl)pyrrolo[2,1-f][1,2,4]triazin-2-yl)bicyclo[1.1.1]pentane-1,3-diamine COC1=NC(=NN2C1=C(C=C2)C=2C=C1N=CC=NC1=CC2)NC21CC(C2)(C1)N